methyl 2-[4-[1-(2,6-dibenzyloxy-3-pyridyl)-3-methyl-2-oxo-benzimidazol-5-yl]-3-methoxy-phenyl]acetate C(C1=CC=CC=C1)OC1=NC(=CC=C1N1C(N(C2=C1C=CC(=C2)C2=C(C=C(C=C2)CC(=O)OC)OC)C)=O)OCC2=CC=CC=C2